FC(C1=CC=C(C(=O)NN)C=C1)(F)F 4-(trifluoromethyl)benzoylhydrazine